[O-][N+]1=C2C(=CC(=C1)C(=O)OC)COC2 methyl 1-oxido-5,7-dihydrofuro[3,4-b]pyridin-1-ium-3-carboxylate